COC1=C(C(=CC=C1)OC)C1=CNC2=NC(=CC=C21)NC(=O)C2C(C2)CN2CCOCC2 N-[3-(2,6-dimethoxyphenyl)-1H-pyrrolo[2,3-b]pyridin-6-yl]-2-(morpholin-4-ylmethyl)cyclopropane-1-carboxamide